C(C)OC(CC)OC(C)OC(=O)C1C2C3C4C=CC(C3C(C1)C2)C4 8-(1-(1-ethoxypropyloxy)ethoxycarbonyl)-tetracyclo[4.4.0.12,5.17,10]-3-dodecene